CC1=C(C=C(C=C1)NC(=O)N1C[C@@H](CC1)CC(F)(F)F)C1=CC(=NC(=C1)N1CCOCC1)C1CN(CC1)C(=O)OC(C)(C)C tert-butyl 3-(4-[2-methyl-5-[(3S)-3-(2,2,2-trifluoroethyl)pyrrolidine-1-carbonylamino]phenyl]-6-(morpholin-4-yl)pyridin-2-yl)pyrrolidine-1-carboxylate